4-(phenylmethylamino)-N-methyl-3-(5-methyl-1,3,4-oxadiazol-2-yl)benzenesulfonamide C1(=CC=CC=C1)CNC1=C(C=C(C=C1)S(=O)(=O)NC)C=1OC(=NN1)C